4-chloro-2-(1-tosyl-1H-pyrrolo[2,3-b]pyridin-3-yl)thiazole-5-carbonitrile ClC=1N=C(SC1C#N)C1=CN(C2=NC=CC=C21)S(=O)(=O)C2=CC=C(C)C=C2